methyl (S)-2-((8Z,11Z)-heptadeca-8,11-dien-1-yl)-4,5-dihydrooxazole-4-carboxylate C(CCCCCC\C=C/C\C=C/CCCCC)C=1OC[C@H](N1)C(=O)OC